C1CC12NCCN(C2)C2=NC=CC(=N2)C2=NC1=CC(=NC=C1C=C2)CN (2-(2-(4,7-diazaspiro[2.5]octan-7-yl)pyrimidin-4-yl)-1,6-naphthyridin-7-yl)methanamine